5-oxo-1,3-oxazoline O=C1CN=CO1